Cl.C1(=C(C(=CC(=C1)C)C)NC(CC1=CC=CC=C1)=O)C N-mesitylphenylacetamide hydrochloride